ClC1=CC2=C(C=N1)NC(N2C2[C@@H]1CN(C[C@H]21)C(=O)OC(C)(C)C)=O tert-Butyl (1R,5S,6r)-6-(6-chloro-2-oxo-2,3-dihydro-1H-imidazo[4,5-c]pyridin-1-yl)-3-azabicyclo[3.1.0]hexane-3-carboxylate